1,6-dimethyl-4-[methyl-[1-[4-(trifluoromethoxy)phenyl]-4-piperidyl]amino]-2-oxo-1,5-naphthyridine-3-carbonitrile CN1C(C(=C(C2=NC(=CC=C12)C)N(C1CCN(CC1)C1=CC=C(C=C1)OC(F)(F)F)C)C#N)=O